Sodium iron chromium [Cr].[Fe].[Na]